BrC=1N=CSC1C(CCO[Si](C)(C)C(C)(C)C)OC1OCCCC1 4-bromo-5-[3-[(tert-butyldimethylsilyl)oxy]-1-(oxan-2-yloxy)propyl]-1,3-thiazole